(4-(((tert-butyldimethylsilyl)oxy)methyl)thiazol-2-yl)ethanone [Si](C)(C)(C(C)(C)C)OCC=1N=C(SC1)C(C)=O